C(CCC)OC(NC1=NN2C(CN(CC2)C)=N1)=O.C(C#C)C(C(N(CCO)CCO)(CC#C)CC#C)O tris-(2-propynyl)triethanolamine Butyl-7-Methyl-5,6,7,8-tetrahydro-[1,2,4]triazolo[1,5-a]pyrazin-2-yl-carbamate